tert-butyl 2-(4-((3S,4R)-3-phenyl-7-((tetrahydro-2H-pyran-2-yl)oxy) chroman-4-yl)phenyl)-2,7-diazaspiro[3.5]nonane-7-carboxylate C1(=CC=CC=C1)[C@H]1COC2=CC(=CC=C2[C@H]1C1=CC=C(C=C1)N1CC2(C1)CCN(CC2)C(=O)OC(C)(C)C)OC2OCCCC2